Cl.CNCC1CCN(CC1)C(=O)C1=CC=C(C=C1)N1C(NC(CC1)=O)=O 1-(4-(4-((methylamino)methyl)piperidine-1-carbonyl)phenyl)dihydropyrimidine-2,4(1H,3H)-dione hydrochloride